FC1(CCC(CC1)[C@H](NC(=O)C1=CC=NN1CC)C=1OC2=C(N1)C=C(C=C2)CN2C(N[C@@H](C2)C(F)(F)F)=O)F N-((S)-(4,4-difluorocyclohexyl)(5-(((S)-2-oxo-4-(trifluoromethyl)imidazolidin-1-yl)methyl)-benzo[d]oxazol-2-yl)methyl)-1-ethyl-1H-pyrazole-5-carboxamide